N=1C(=CN2C1C=CC=C2)CNC(C2=CC(=CC=C2)CC2CCNCC2)=O N-({imidazo[1,2-a]pyridin-2-yl}methyl)-3-[(piperidin-4-yl)methyl]benzamide